N-(3-bromo-5-chloropyridin-2-yl)-4-methylbenzenesulfonamide BrC=1C(=NC=C(C1)Cl)NS(=O)(=O)C1=CC=C(C=C1)C